TMSethanol [Si](C)(C)(C)C(C)O